2-(5-(1-((1r,2s,3r,5r)-2-fluoro-1,5-dimethyl-8-azabicyclo[3.2.1]oct-6-en-3-yl)vinyl)pyrazin-2-yl)-5-(4-fluoro-1H-pyrazol-1-yl)phenol F[C@@H]1[C@]2(C=C[C@@](C[C@@H]1C(=C)C=1N=CC(=NC1)C1=C(C=C(C=C1)N1N=CC(=C1)F)O)(N2)C)C